[(1-chloro-4-hydroxy-isoquinoline-3-carbonyl)-amino]-acetic acid ClC1=NC(=C(C2=CC=CC=C12)O)C(=O)NCC(=O)O